C(=O)(O)[C@H](CCCCNC(=O)N[C@@H](CC1=CC=NC=C1)C(=O)N[C@@H](C(C)C)C(=O)NC1=CC=C(C=C1)C(=O)O)NS(=O)(=O)C1=CC(=C(C=C1)Cl)C(F)(F)F N-{[(5S)-5-carboxy-5-{[4-chloro-3-(trifluoromethyl)benzene-1-sulfonyl]amino}pentyl]carbamoyl}-3-(pyridin-4-yl)-L-alanyl-N-(4-carboxyphenyl)-L-valinamide